ClC=1C(=C(CNC(CN(C(C)=O)C(C)C)=O)C=CC1)F N-(2-((3-chloro-2-fluorobenzyl)amino)-2-oxoethyl)-N-isopropylacetamide